FC=1C=CC=2N(C3=CC=C(C=C3C2C1)F)CC1OC1 3,6-difluoro-9-(oxiran-2-ylmethyl)-9H-carbazole